8-(benzoylsulfonyl)-3-hydroxyquinazoline-2,4(1H,3H)-dione C(C1=CC=CC=C1)(=O)S(=O)(=O)C=1C=CC=C2C(N(C(NC12)=O)O)=O